C1=CC(=C2C(=C1)NC(=C2CC(=O)O)CC(=O)O)CC(=O)O indoletriacetic acid